N-(2-(4-((1R,4R)-2-oxa-5-azabicyclo[2.2.1]heptane-5-yl)piperidine-1-yl)-4-methoxy-5-((6-((R)-3-(pyridine-3-ylmethyl)isoxazolidine-2-yl)pyrimidine-4-yl)amino)-phenyl)acrylamide [C@H]12OC[C@H](N(C1)C1CCN(CC1)C1=C(C=C(C(=C1)OC)NC1=NC=NC(=C1)N1OCC[C@H]1CC=1C=NC=CC1)NC(C=C)=O)C2